BrC=1C(=CC(=C(C=O)C1)[N+](=O)[O-])N1CCCC1 5-Bromo-2-nitro-4-pyrrolidin-1-yl-benzaldehyde